(1aRS,7bSR)-5-[2-(5-dimethylamino-pentylamino)benzenesulfonylamino]-1,1a,2,7b-tetrahydrocyclopropa[c]benzopyran-4-carboxylic acid CN(CCCCCNC1=C(C=CC=C1)S(=O)(=O)NC1=C(C2=C([C@@H]3[C@H](CO2)C3)C=C1)C(=O)O)C |r|